BrC1C(C2(CCC1C2(C)C)CS(=O)(=O)[O-])=O D-3-bromocamphorsulfonate